C(C)(C)(C)OC(=O)N1[C@@H](CN(CC1)CCOC1=C(C=C(C=C1)[N+](=O)[O-])C=O)C (R)-4-(2-(2-formyl-4-nitrophenoxy)ethyl)-2-methylpiperazine-1-carboxylic acid tert-butyl ester